2-(3-(difluoromethyl)phenyl)-2-methylpropanoic acid FC(C=1C=C(C=CC1)C(C(=O)O)(C)C)F